(R)-5-(tert-butyl)-11-(difluoromethoxy)-1-(2,4-dimethoxybenzyl)-4-hydroxy-9-methoxy-2-oxo-1,2,5,6-tetrahydropyrido[2',1':2,3]imidazo[4,5-h]quinoline-3-carboxylic acid C(C)(C)(C)[C@@H]1C=2C(=C(C(N(C2C2=C(C1)N1C(=N2)C(=CC(=C1)OC)OC(F)F)CC1=C(C=C(C=C1)OC)OC)=O)C(=O)O)O